NCCN(CCN(CC#N)CC#N)CCN1C(N(CC1)CCN)=O 2,2'-((2-((2-aminoethyl)(2-(3-(2-aminoethyl)-2-oxoimidazolidin-1-yl)ethyl)amino)ethyl)azane-diyl)diacetonitrile